methyl (1S,3S)-3-((2-cyclopropyl-6-(5-(((5-cyclopropyl-1,2,4-oxadiazol-3-yl)amino)methyl)-1-methyl-1H-1,2,3-triazol-4-yl)pyridin-3-yl)oxy)cyclohexane-1-carboxylate C1(CC1)C1=NC(=CC=C1O[C@@H]1C[C@H](CCC1)C(=O)OC)C=1N=NN(C1CNC1=NOC(=N1)C1CC1)C